N-{4-[4-(2-methoxyphenyl)piperazinyl]butyl}phthalimide COC1=C(C=CC=C1)N1CCN(CC1)CCCCN1C(C=2C(C1=O)=CC=CC2)=O